(3,5-dichlorophenyl)-3-(3-(hydroxymethyl)-1-(2-(5,6,7,8-tetrahydro-1,8-naphthyridin-2-yl)ethyl)-1H-pyrazole-4-carboxamido)propionic acid ClC=1C=C(C=C(C1)Cl)C(C(=O)O)CNC(=O)C=1C(=NN(C1)CCC1=NC=2NCCCC2C=C1)CO